2-(4-(1,4-benzodioxan-6-yl)phenyl)-5-phenyl-1,3,4-oxadiazole O1CCOC2=C1C=CC(=C2)C2=CC=C(C=C2)C=2OC(=NN2)C2=CC=CC=C2